Bis(2-ethylbutyl) 9,9'-((4-((2-(4-(2-((4-(bis(9-(2-ethylbutoxy)-2-hydroxy-9-oxononyl)amino)butanoyl)oxy)ethyl)piperazin-1-yl)ethyl)disulfaneyl)butyl)azanediyl)bis(8-hydroxynonanoate) C(C)C(COC(CCCCCCC(CN(CCCC(=O)OCCN1CCN(CC1)CCSSCCCCN(CC(CCCCCCC(=O)OCC(CC)CC)O)CC(CCCCCCC(=O)OCC(CC)CC)O)CC(CCCCCCC(OCC(CC)CC)=O)O)O)=O)CC